N-(5-bromo-2,3-dihydro-1H-inden-2-yl)-4-methylpyrimidin-2-amine BrC=1C=C2CC(CC2=CC1)NC1=NC=CC(=N1)C